C(C=C)OC(=O)C1C(CCC1)=O.CN(C)CCCN(C(C(=C)C)=O)CCCN(C)C N,N-bis-(dimethylaminopropyl)methacrylamide allyl-2-oxocyclopentane-1-carboxylate